5,6-difluoro-4-[5-[2-[1-(trifluoromethyl)cyclopropyl]ethynyl]-3,4-dihydro-2H-1,6-naphthyridin-1-yl]-1H-quinazolin-2-one FC1=C2C(=NC(NC2=CC=C1F)=O)N1CCCC2=C(N=CC=C12)C#CC1(CC1)C(F)(F)F